C(C1CO1)C=1C(=C(O)C=CC1C(C)(C)C1=CC=C(C=C1)O)CC1CO1 diglycidyl-bisphenol a